BrC=1C=C2C(=CNC2=CC1)C=1C=N[C@@H]([C@H](N1)C1=CC=CC=C1)C1=CC=CC=C1 (5R,6R)-3-(5-bromo-1H-indol-3-yl)-5,6-diphenyl-5,6-dihydropyrazine